(E)-4-(2-pyridinyl)quinazoline N1=C(C=CC=C1)C1=NC=NC2=CC=CC=C12